(4R)-N-[5-(3,5-dichlorophenyl)-1-(dimethylamino)-2-naphthyl]chromane-4-carboxamide ClC=1C=C(C=C(C1)Cl)C1=C2C=CC(=C(C2=CC=C1)N(C)C)NC(=O)[C@@H]1CCOC2=CC=CC=C12